CC=1C=C2C(C=C(OC2=C(C1)C(C)NC=1C(=NC=CC1)C(=O)O)C1=CC2=CN(N=C2C=C1)C)=O 3-((1-(6-methyl-2-(2-methyl-2H-indazol-5-yl)-4-oxo-4H-chromen-8-yl)ethyl)amino)picolinic acid